C(C)C=1C2C3=C(C4=CC=C(C=C4C(=C3C(C1)C2)OC2=CC=CC=C2)C)OC(C=C)=O 2-ethyl-6-methyl-9-acryloyloxy-10-phenoxy-1,4-dihydro-1,4-methanoanthracene